ClCC1=NN=NN1 5-chloromethyl-1H-tetrazole